CN1CCC(CC1)NC1=C2C=C(N(C2=CC=C1)CC(F)(F)F)C1=NOC(=N1)CNC(OCC1=CC=CC=C1)=O benzyl ((3-(4-((1-methylpiperidin-4-yl)amino)-1-(2,2,2-trifluoroethyl)-1H-indol-2-yl)-1,2,4-oxadiazol-5-yl)methyl)carbamate